(((1S,3S)-3-([1,2,4]triazolo[1,5-a]pyridin-2-ylamino)cyclopentyl)amino)-5'-fluoro-2H-[1,3'-bipyridyl]-2-one N=1C(=NN2C1C=CC=C2)N[C@@H]2C[C@H](CC2)NC=2C(N(C=CC2)C=2C=NC=C(C2)F)=O